5-methyl-1,3-oxazinane CC1CNCOC1